(S)-6-((((S)-1-(6-aminopyridin-3-yl)piperidin-3-yl)((2-methoxypyridin-4-yl)methyl)amino)methyl)-9,10-difluoro-3-methyl-2H-[1,4]oxazino[2,3,4-ij]quinolin-7(3H)-one NC1=CC=C(C=N1)N1C[C@H](CCC1)N(CC1=CC(=NC=C1)OC)CC1=CN2C3=C(C(=C(C=C3C1=O)F)F)OC[C@@H]2C